N-[[6-(1-Phenylethylamino)-2-pyridyl]sulfonyl]-2-(2,2,4-trimethylpyrrolidin-1-yl)pyridin-3-carboxamid C1(=CC=CC=C1)C(C)NC1=CC=CC(=N1)S(=O)(=O)NC(=O)C=1C(=NC=CC1)N1C(CC(C1)C)(C)C